ClC1=C(C(=CC=C1Cl)OC)C1CCC=2N(C1)C(=NN2)CC 6-(2,3-dichloro-6-methoxyphenyl)-3-ethyl-5,6,7,8-tetrahydro-[1,2,4]triazolo[4,3-a]pyridine